[Na+].C1(=CC=CC2=CC(=CC=C12)S(=O)(=O)[O-])C1=CC=CC2=CC(=CC=C12)S(=O)(=O)[O-].[Na+] 1,1'-binaphthyl-6,6'-disulfonic acid sodium salt